C(CCCCCCCCCCCCCCCCCCCCC)OC(CCCCCCCCCCC\C=C/CCCCCCCC)=O Behenylerucat